1-aminopropyl-3-methylimidazole tetrafluoroborate salt F[B-](F)(F)F.NC(CC)C1=NC=CN1C